CN(C(C(CC)(C)C)=O)CC=1SC=CC1 N,2,2-trimethyl-N-(thien-2-ylmethyl)butanamide